OCCOC1=CC=C(C=C1)C1(C2=CC=CC=C2C=2C=CC=CC12)C1=C(C=CC=C1)OCCO 9-(4-(2-hydroxyethoxy)phenyl)-9-(2-(2-hydroxyethoxy)phenyl)fluorene